CC1(N=C2N(C3=CC(=CC=C13)NC)CN=N2)NC2=CC=CC=C2 5,N8-dimethyl-N5-phenyl-[1,2,4]triazolo[4,3-a]quinazolin-5,8-diamine